2-(2-bromo-6-ethynyl-4-methoxyphenyl)furan BrC1=C(C(=CC(=C1)OC)C#C)C=1OC=CC1